C(CC)N1C(=NC=C1)C=CC(=O)N 1-propylimidazolacrylamide